[Pt].[W].[Ta] tantalum-tungsten-platinum